C(=O)(O)C1=CC=C(C=C1)C1=NC2=NC=CC=C2C=C1 4-carboxyphenyl-naphthyridine